2-phenyl-3-(trifluoromethyl)-5,6,7,8-tetrahydro-4H-pyrazolo[1,5-a][1,4]diazepin-4-one C1(=CC=CC=C1)C1=NN2C(C(NCCC2)=O)=C1C(F)(F)F